2-[2-[(5,6-dimethoxy-1,3-benzothiazol-2-yl)methylcarbamoyl]indan-2-yl]acetic acid COC=1C(=CC2=C(N=C(S2)CNC(=O)C2(CC3=CC=CC=C3C2)CC(=O)O)C1)OC